4-(6-(1-(4-Cyano-2-fluorophenyl)cyclopropoxy)pyridin-2-yl)piperidine-1-carboxylate C(#N)C1=CC(=C(C=C1)C1(CC1)OC1=CC=CC(=N1)C1CCN(CC1)C(=O)[O-])F